ClC=1N=C(C2=C(N1)CC[S+]2[O-])NC2(CCC2)CO [1-[(2-chloro-5-oxido-6,7-dihydrothieno[3,2-d]pyrimidin-5-ium-4-yl)amino]cyclobutyl]methanol